4-Methyl-N-[3-(morpholinomethyl)-5-(trifluoromethyl)phenyl]-3-[4-(3-pyridyl)pyrazol-1-yl]benzamide CC1=C(C=C(C(=O)NC2=CC(=CC(=C2)C(F)(F)F)CN2CCOCC2)C=C1)N1N=CC(=C1)C=1C=NC=CC1